N1=CC=C(C=C1)CNC(C(=O)N1CCC=2C=CC(=NC2C1)NC1=CC(=NN1)C)=O N-(pyridin-4-ylmethyl)-2-(2-((3-methyl-1H-pyrazol-5-yl)amino)-5,6-dihydro-1,7-naphthyridin-7(8H)-yl)-2-oxoacetamide